N,N'-iminobis(propylamine) N(NCCC)NCCC